di-n-butyl-s-triazine C(CCC)C1=NC(=NC=N1)CCCC